α-aminoadipate NC(C(=O)[O-])CCCC(=O)[O-]